tert-butyl (7s,4s)-5-(8-(benzyloxy)-7-bromo-6-cyclopropyl-2-((tetrahydro-2H-pyran-4-yl)oxy)quinazolin-4-yl)-2,5-diazabicyclo[2.2.1]heptane-2-carboxylate C(C1=CC=CC=C1)OC=1C(=C(C=C2C(=NC(=NC12)OC1CCOCC1)N1[C@@H]2CN(C(C1)C2)C(=O)OC(C)(C)C)C2CC2)Br